BrC1=CC=2N(C=C1)N=CC2C(=O)NC=2C=NC=CC2 5-Bromo-N-(pyridin-3-yl)pyrazolo[1,5-a]pyridine-3-carboxamide